OC1C(C2CCC3(C4(CCC5(CCC(CC5C4=CC(C3C2(CC1)C)=O)(C(=O)O)C)C)C)C)(C)C 10-Hydroxy-2,4a,6a,6b,9,9,12a-heptamethyl-13-oxo-3,4,5,6,6a,7,8,8a,10,11,12,14b-dodecahydro-1H-picene-2-carboxylic acid